N1,N3,N5-tris(2-ethylhexyl)cyclohexane-1,3,5-tricarboxamide C(C)C(CNC(=O)C1CC(CC(C1)C(=O)NCC(CCCC)CC)C(=O)NCC(CCCC)CC)CCCC